(4-benzoylphenyl){2-[(4-benzoylphenyl)sulfanyl]-5-methylphenyl}(4-methylphenyl)sulfonium hexafluorophosphate F[P-](F)(F)(F)(F)F.C(C1=CC=CC=C1)(=O)C1=CC=C(C=C1)[S+](C1=CC=C(C=C1)C)C1=C(C=CC(=C1)C)SC1=CC=C(C=C1)C(C1=CC=CC=C1)=O